C/C(/C(C(=O)O)C(=O)O)=C\C (E)-2-methyl-but-2-enedicarboxylic acid